3-{4-[1-(piperidin-4-ylmethyl)piperidin-4-yl]phenyl}piperidine-2,6-dione hydrogen chloride salt Cl.N1CCC(CC1)CN1CCC(CC1)C1=CC=C(C=C1)C1C(NC(CC1)=O)=O